3-(2-ethyl)-1-(hydroxymethyl)-1H-indol-4-ol CCC1=CN(C=2C=CC=C(C12)O)CO